(±)-tetrahydrofurfuryl alcohol C([C@H]1CCCO1)O |r|